(1R)-1-(3-bromo-5-iodopyridin-2-yl)-1-ethanol BrC=1C(=NC=C(C1)I)[C@@H](C)O